C(C=1C(O)=CC=CC1)C(O)[C@H](N)[C@H](O)\C=C\CCCCCCCCCCCCC Salicylsphingosine